ClC=1SC(=CN1)CN1C(CN2C1=C(C=CC2=O)[N+](=O)[O-])CC 1-((2-chlorothiazol-5-yl)methyl)-2-ethyl-8-nitro-2,3-dihydro-imidazo[1,2-a]pyridin-5(1H)-one